divinylbenzyl acrylate C(C=C)(=O)OC(C1=CC=CC=C1)(C=C)C=C